COC1=CC=C(C=N1)[C@H](CC(=O)O)N1N=C2C=C(C=CC2=C1)CCC=1C(=NC=2NCCCC2C1)C (S)-3-(6-Methoxypyridin-3-yl)-3-(6-(2-(2-methyl-5,6,7,8-tetrahydro-1,8-naphthyridin-3-yl)ethyl)-2H-indazol-2-yl)propanoic acid